ClC=1C(=C(C=CC1OC1=C(C=CC=C1)F)NC(=O)C1=NN(C=C1)C1=CN=NC=C1)N1C[C@@H](N(CC1)C)CN(C(C(F)(F)F)=O)C N-{3-chloro-4-(2-fluorophenoxy)-2-[(3R)-4-methyl-3-{[methyl(trifluoroacetyl)amino]methyl}piperazin-1-yl]phenyl}-1-(pyridazin-4-yl)-1H-pyrazole-3-carboxamide